ClC1=C(C=2N=C(N=C(C2C=N1)N([C@H]1CN(CC1)C(=O)OC(C)(C)C)CCC#N)OC[C@]12CCCN2C[C@@H](C1)F)F (R)-tert-butyl 3-((7-chloro-8-fluoro-2-(((2R,7aS)-2-fluorohexahydro-1H-pyrrolizin-7a-yl)methoxy)pyrido[4,3-d]pyrimidin-4-yl)(2-cyanoethyl)amino)pyrrolidine-1-carboxylate